tert-butyl 4-[7-fluoro-5-(2-methylpyrazolo[4,3-b]pyridin-5-yl)indazol-2-yl]piperidine-1-carboxylate FC1=CC(=CC2=CN(N=C12)C1CCN(CC1)C(=O)OC(C)(C)C)C=1C=CC=2C(N1)=CN(N2)C